BrC=1C(=NN(C1C)CCCCCC(=O)OC)C methyl 6-(4-bromo-3,5-dimethyl-pyrazol-1-yl)hexanoate